FC(C1=CC=C(C=C1)N1C2=C(O[C@H](C1)CNC(C)=O)C=CC=C2)(F)F (S)-N-((4-(4-(trifluoromethyl)phenyl)-3,4-dihydro-2H-benzo[b][1,4]oxazin-2-yl)methyl)acetamide